N-(cyclopentylmethyl)-N-methyl-3-(2-methyl-2H-pyrazolo[3,4-b]pyridin-5-yl)-6-quinoxalinecarboxamide C1(CCCC1)CN(C(=O)C=1C=C2N=C(C=NC2=CC1)C1=CC=2C(N=C1)=NN(C2)C)C